S1C(=NC2=C1C=CC=C2)NC(=O)C=2C=CC=C1CCN(CC21)C2=CC=C(C(=N2)C(=O)OC(C)(C)C)C=2C=NN(C2C)C tert-butyl 6-(8-(benzo[d]thiazol-2-ylcarbamoyl)-3,4-dihydroisoquinolin-2(1H)-yl)-3-(1,5-dimethyl-1H-pyrazol-4-yl)picolinate